C1(CCCCC1)N=C1CCCCC1 Cyclohexyl-cyclohexylidene-amine